[2H]C=1C(=NC=CC1NC(=O)[C@@H]1O[C@]([C@H]([C@H]1C1=C(C(=C(C=C1)F)F)OC)C)(C(F)(F)F)C)C(=O)N 3-deuterio-4-[[(2R,3S,4S,5R)-3-(3,4-difluoro-2-methoxy-phenyl)-4,5-dimethyl-5-(trifluoromethyl)tetrahydrofuran-2-carbonyl]amino]pyridine-2-carboxamide